hypodiboronic acid B(O)BO